N-(4-formylphenyl)-2-iodobenzamide C(=O)C1=CC=C(C=C1)NC(C1=C(C=CC=C1)I)=O